C(C)OC(=O)C=1N(N=C2C1CN([C@@H](C2)C)C(=O)OC(C)(C)C)CCCNC(=O)OC(C)(C)C (6R)-2-[3-(tert-Butoxycarbonylamino)propyl]-6-methyl-6,7-dihydro-4H-pyrazolo[4,3-c]Pyridine-3,5-dicarboxylic acid 5-tert-butyl 3-ethyl ester